COCCOCCOCCOCCOCCOCCOCCOC1(CCN(CC1)CCN1C(C2C3C=CC(C2C1=O)O3)=O)C(=O)OC methyl 4-((2,5,8,11,14,17,20-heptaoxadocosan-22-yl)oxy)-1-(2-(1,3-dioxo-1,3,3a,4,7,7a-hexahydro-2H-4,7-epoxyisoindol-2-yl)ethyl)piperidine-4-carboxylate